NC1=NC=2C=CC(=CC2C2=C1C=NN2C)C(=O)N(C)C2COCC1=CC(=CC=C21)C(=C(F)F)C 4-amino-N-(7-(1,1-difluoroprop-1-en-2-yl)isochroman-4-yl)-N,1-dimethyl-1H-pyrazolo[4,3-c]quinoline-8-carboxamide